BrC1=C(N(N=C1)C)C1=C(C2=CC=CC=C2C=C1)C#N 2-(4-bromo-2-methyl-pyrazol-3-yl)naphthalene-1-carbonitrile